methyl-{[5-(5-methyl-1,3,4-oxadiazol-2-yl)-4-nitro-1-phenyl-1H-pyrazol-3-yl] sulfanyl} acetate C(C)(=O)OSC1=NN(C(=C1[N+](=O)[O-])C=1OC(=NN1)C)C1=C(C=CC=C1)C